C1(CC1)C1=C(OC2=C1C(\C(\CC2)=C/O)=O)C(=O)OC (Z)-methyl 3-cyclopropyl-5-(hydroxymethylene)-4-oxo-4,5,6,7-tetrahydro-1-benzofuran-2-carboxylate